(2S)-2-amino-4,4,4-tri-fluorobutanoic acid N[C@H](C(=O)O)CC(F)(F)F